4-{[3-Methoxy-4-(1-methyl-1H-1,2,4-triazol-3-yl)pyridin-2-yl]amino}-N-(2H3)methyl-6-{[5-(2-oxopyrrolidin-1-yl)pyridin-2-yl]amino}pyridazin-3-carboxamid COC=1C(=NC=CC1C1=NN(C=N1)C)NC1=C(N=NC(=C1)NC1=NC=C(C=C1)N1C(CCC1)=O)C(=O)NC([2H])([2H])[2H]